3-(3-(difluoromethoxy)phenyl)-N-((R)-3-((R)-1-hydroxyethyl)tetrahydrofuran-3-yl)-1-isopropyl-1H-pyrazolo[4,3-b]pyridine-6-carboxamide FC(OC=1C=C(C=CC1)C1=NN(C=2C1=NC=C(C2)C(=O)N[C@]2(COCC2)[C@@H](C)O)C(C)C)F